CC1=CC=CC(=N1)C1=NN(C=C1C1=CC=NC2=CC=CC=C12)C1=CC=CC=C1 3-(6-Methyl-2-pyridinyl)-N-phenyl-4-(4-quinolyl)-1H-pyrazole